O1C(COCC1)C(=O)N1CC(C1)N1N=CC(=C1C(=O)NC1=NC=C(C=C1C)C#CC1=CC=CC=C1)Cl 1-(1-(1,4-dioxane-2-carbonyl)azetidin-3-yl)-4-chloro-N-(3-methyl-5-(phenylethynyl)pyridin-2-yl)-1H-pyrazole-5-carboxamide